tert-butyl-4-hydroxypiperidine C(C)(C)(C)N1CCC(CC1)O